octadecyl-boric acid C(CCCCCCCCCCCCCCCCC)OB(O)O